6-methyl-2-{[(5-phenyl-1,3,4-oxadiazol-2-yl)methyl]sulfanyl}pyrimidin CC1=CC=NC(=N1)SCC=1OC(=NN1)C1=CC=CC=C1